C(C)OC1=CC=C(C=C1)C1=CN=CC(=N1)C(=O)NO[C@@H](C)C1=C(C=CC(=C1)OC)F (S)-6-(4-ethoxyphenyl)-N-(1-(2-fluoro-5-methoxyphenyl)ethoxy)pyrazine-2-carboxamide